(2-amino-5-bromo-phenyl) 4-methylbenzenesulfonate CC1=CC=C(C=C1)S(=O)(=O)OC1=C(C=CC(=C1)Br)N